racemic-N-[(3S,4R)-7-methyl-6-oxo-4-({[(1S,4S)-4-(prop-1-yn-1-yl)cyclohexyl]Oxy}methyl)-1,3,4,6-tetrahydro-2H-quinolizin-3-yl]Cyclopropanesulfonamide CC=1C(N2[C@H]([C@H](CCC2=CC1)NS(=O)(=O)C1CC1)COC1CCC(CC1)C#CC)=O |r|